Cyclopent-3-ene-1-carboxamide C1(CC=CC1)C(=O)N